9b-Azaphenalene C1=CC=C2C=CC=C3C=CC=C1N23